BrCC=1OC(=CC1)C(F)(F)F 2-bromomethyl-5-trifluoromethyl-furan